C(C1=CC=CC=C1)OCCN1C(=NC(=C1[C@@H](C)NS(=O)C(C)(C)C)C=1C(=NC=CC1)C(C)C)C N-[(1R)-1-[1-[2-(benzyloxy)ethyl]-2-methyl-4-[2-(prop-2-yl)pyridin-3-yl]-1H-imidazol-5-yl]ethyl]-2-methylpropan-2-sulfinamide